2-Chloro-N-(4'-(3-phenyl-1,2,4-thiadiazol-5-yl)-[1,1'-biphenyl]-2-yl)nicotinamide ClC1=C(C(=O)NC2=C(C=CC=C2)C2=CC=C(C=C2)C2=NC(=NS2)C2=CC=CC=C2)C=CC=N1